benzoimidazole-5-carboxylic acid (2-ethoxy-ethyl)-amide C(C)OCCNC(=O)C1=CC2=C(N=CN2)C=C1